ClC1=CC(=C(C(=C1)F)NC1C(CCCC1)(O)COC1=C2N=CC=NC2=CC=C1)F ((4-chloro-2,6-difluorophenyl)amino)-1-((quinoxalin-5-yloxy)methyl)cyclohexan-1-ol